4-bromo-1-(2-(dimethylamino)ethyl)-5-(2,6-dimethylphenoxy)pyridin-2(1H)-one BrC1=CC(N(C=C1OC1=C(C=CC=C1C)C)CCN(C)C)=O